BrC=1C=C(C2=C(N(C(O2)=O)CC(F)F)C1)F 5-bromo-3-(2,2-difluoroethyl)-7-fluoro-1,3-benzoxazol-2(3H)-one